C(C)(C)N(C1=CC2=C(C(=N1)CNC)CN(C2=O)C2=CC=CC(=N2)C2=NN=CN2C2=C(C#N)C=CC=C2)C 2-(3-(6-(6-(isopropyl(methyl)amino)-4-((methylamino)methyl)-1-oxo-1,3-dihydro-2H-pyrrolo[3,4-c]pyridin-2-yl)pyridin-2-yl)-4H-1,2,4-triazol-4-yl)benzonitrile